N=1N=C(N2C1CNCC2)C(=O)OCC ethyl 5H,6H,7H,8H-[1,2,4]triazolo[4,3-a]pyrazine-3-carboxylate